(1S)-cyclohex-3-ene-1-carboxylic acid [C@H]1(CC=CCC1)C(=O)O